(triacetoxy)silane C(C)(=O)O[SiH](OC(C)=O)OC(C)=O